(2-fluorophenyl)-5-methyl-2-(3-nitrobenzyl)-2,4,5,6-tetrahydropyrrolo[3,4-c]Pyrazole FC1=C(C=CC=C1)C1=C2C(=NN1CC1=CC(=CC=C1)[N+](=O)[O-])CN(C2)C